2-(4-chlorophenyl)acetyl chloride ClC1=CC=C(C=C1)CC(=O)Cl